CC1=C(C=CC=2C(C3=C(C(=CC=C3C(C12)=O)O)C)=O)O 1,5-dimethyl-2,6-dihydroxyanthraquinone